FC(C(C)(O)C=1C(=CC=2N(C1)C(=CN2)C2=NC(=CN=C2)N[C@H]2CNCC[C@@H]2F)OC)(F)F 1,1,1-trifluoro-2-(3-(6-(((3S,4S)-4-fluoropiperidin-3-yl)amino)pyrazin-2-yl)-7-methoxyimidazo[1,2-a]pyridin-6-yl)propan-2-ol